2-(2-fluoro-4-iodoanilino)-7-oxo-4,5,6,7-tetrahydrobenzo[b]thiophene-3-carboxamide FC1=C(NC2=C(C3=C(S2)C(CCC3)=O)C(=O)N)C=CC(=C1)I